tert-butyl N-[2-[2-[2-[6-[2-cyano-3-[[ethyl(methyl)sulfamoyl]amino]anilino]-4-oxo-quinazolin-3-yl]ethoxy]ethoxy]ethyl]carbamate C(#N)C1=C(NC=2C=C3C(N(C=NC3=CC2)CCOCCOCCNC(OC(C)(C)C)=O)=O)C=CC=C1NS(N(C)CC)(=O)=O